N1(CCOCC1)CCOC1=CC=C(C=C1)C=1C=NC=2N(C1)N=CC2C2=CC=NC1=CC=CC=C21 4-[6-[4-[2-(4-morpholinyl)ethoxy]phenyl]pyrazolo[1,5-a]pyrimidin-3-yl]-quinoline